(R)-3-(3,5-dimethoxyphenyl)cyclohexanone COC=1C=C(C=C(C1)OC)[C@H]1CC(CCC1)=O